9,10-bis-(2-naphthyl)-2-t-butyl-anthracene C1=C(C=CC2=CC=CC=C12)C=1C2=CC=CC=C2C(=C2C=CC(=CC12)C(C)(C)C)C1=CC2=CC=CC=C2C=C1